NC1=C2N=CN(C2=NC=N1)C[C@@H](C)OCP(OCCCC(CCCCCCCCCCCCCCC(C([2H])([2H])[2H])([2H])[2H])(F)F)(O)=O 4,4-difluoroicosyl-19,19,20,20,20-d5 hydrogen ((((R)-1-(6-amino-9H-purin-9-yl)propan-2-yl)oxy)methyl)phosphonate